tert-butyl (3-(((2,6-difluorophenyl)amino)methyl)thiophen-2-yl)carbamate FC1=C(C(=CC=C1)F)NCC1=C(SC=C1)NC(OC(C)(C)C)=O